1-((3-(2-carbamoyl-6-(trifluoromethoxy)-1H-indol-1-yl)phenyl)thio)cyclobutane-1-carboxylic acid C(N)(=O)C=1N(C2=CC(=CC=C2C1)OC(F)(F)F)C=1C=C(C=CC1)SC1(CCC1)C(=O)O